COC1=CC=C(C=C1)C1=CC(=CC=C1)N(C1=NC=2N(C3=CC(=CC=C13)CO)C=NN2)C (5-((4'-Methoxy-[1,1'-biphenyl]-3-yl)(methyl)amino)-[1,2,4]triazolo[4,3-a]quinazolin-8-yl)methanol